(E)-3-[2-(4-bromo-2,6-difluoro-phenyl)-cyclopropyl]-acrylic acid ethyl ester C(C)OC(\C=C\C1C(C1)C1=C(C=C(C=C1F)Br)F)=O